1-(3-cyano-4,6-bis(trifluoromethyl)pyridin-2-yl)-3-(trifluoromethyl)-1H-pyrazole-5-carboxylic acid C(#N)C=1C(=NC(=CC1C(F)(F)F)C(F)(F)F)N1N=C(C=C1C(=O)O)C(F)(F)F